bis-(5-carboxymethoxy-2-nitrobenzyl) ether, dipotassium salt [K+].[K+].C(=O)([O-])COC=1C=CC(=C(COCC2=C(C=CC(=C2)OCC(=O)[O-])[N+](=O)[O-])C1)[N+](=O)[O-]